((tert-butyldiphenylsilyl)oxy)-2-methylpropionaldehyde [Si](C1=CC=CC=C1)(C1=CC=CC=C1)(C(C)(C)C)OC(C=O)(C)C